2-(2-chlorophenyl)-N-[6-(3,5-difluorophenylamino)pyridazin-4-yl]acetamide ClC1=C(C=CC=C1)CC(=O)NC1=CN=NC(=C1)NC1=CC(=CC(=C1)F)F